ClC1=NC=CC(=C1)OC1=C(C=C(COC=2C=NC(N3C2N2C4(COC(C2)C4)CC3)=O)C=C1F)F ((4-((2-chloropyrid-4-yl)oxy)-3,5-difluorobenzyl)oxy)-6,7,10,11-tetrahydro-4H,8H-7a,10-methanopyrimido[6',1':2,3]pyrimido[6,1-c][1,4]oxazin-4-one